C[Si](CCOC(=O)N1CC(C1)OC1N(CCCC1)C(=O)[O-])(C)C [1-(2-trimethylsilylethoxycarbonyl) azetidin-3-yl]oxypiperidine-1-carboxylate